6-(3-methoxy-4-(4-methoxybenzylamino)phenylamino)-3-morpholinoquinoxaline-5-carbonitrile COC=1C=C(C=CC1NCC1=CC=C(C=C1)OC)NC1=C(C=2N=C(C=NC2C=C1)N1CCOCC1)C#N